5-bromo-8-(((2S,4R)-4-fluoro-1-methylpyrrolidin-2-yl)methoxy)-3,4-dihydro-2H-pyrano[2,3-f]quinazolin-10-ol BrC1=C2C(=C3C(=NC(=NC3=C1)OC[C@H]1N(C[C@@H](C1)F)C)O)OCCC2